C([C@@H](C([C@H](CO)O)O)O)O L-(-)-Arabitol